distearoyl-dimethylammonium chloride [Cl-].C(CCCCCCCCCCCCCCCCC)(=O)[N+](C)(C)C(CCCCCCCCCCCCCCCCC)=O